C(C=C)(=O)N1CC2=CC=CC(=C2CC1)C1=C2C(=C(NC2=C(C(=C1F)F)C(=O)N)C)C#N 4-(2-acryloyl-1,2,3,4-tetrahydroisoquinolin-5-yl)-3-cyano-5,6-difluoro-2-methyl-1H-indole-7-carboxamide